FC(C1=NC(=CC(=C1)C1=NN(C=N1)/C=C(/C(=O)N)\C=1C=NC=NC1)C(F)(F)F)(F)F (E)-3-(3-(2,6-bis(trifluoromethyl)pyridin-4-yl)-1H-1,2,4-triazol-1-yl)-2-(pyrimidin-5-yl)acrylamide